ClC=1C(NN=CC1CCCN1CC2(C1)CC(C2)CC2=CC=C1C=NN(C1=C2C)C)=O 4-chloro-5-(3-(6-((1,7-dimethyl-1H-indazol-6-yl)methyl)-2-azaspiro[3.3]heptan-2-yl)propyl)pyridazin-3(2H)-one